O1CC(C1)NS(=O)(=O)C1=C2C=CC=C(C2=CC=C1)NC([C@H](CC1=CC=CC=C1)NC(OC(C)(C)C)=O)=O tert-butyl (S)-1-(5-(N-oxetan-3-ylsulfamoyl) naphthalen-1-ylamino)-1-oxo-3-phenylpropan-2-ylcarbamate